N-(2,2-diethoxyethyl)-N-(2-fluorobenzyl)-4-toluenesulfonamide C(C)OC(CN(S(=O)(=O)C1=CC=C(C)C=C1)CC1=C(C=CC=C1)F)OCC